COC(=O)C=1C(=NC(=C(C1)C)C(F)(F)F)Cl 2-chloro-5-methyl-6-(trifluoromethyl)pyridine-3-carboxylic acid methyl ester